4-(6-(1-((6-methoxypyridin-3-yl)imino)-1-thiomorpholino)pyridin-3-yl)-6-(1-methyl-1H-pyrazol-4-yl)pyrazolo[1,5-a]Pyrazine-3-carbonitrile COC1=CC=C(C=N1)N=S1CCN(CC1)C1=CC=C(C=N1)C=1C=2N(C=C(N1)C=1C=NN(C1)C)N=CC2C#N